N1(CC(CCCC1)C(=O)OCC)C(=O)OC(C)(C)C 1-(tert-butyl) 3-ethyl azepane-1,3-dicarboxylate